ClC1=NC2=CC(=C(C=C2C=C1)C(F)(F)F)Cl 2,7-dichloro-6-trifluoromethylquinoline